C1(CCCCC1)C=1C=C(CN2C[C@H](NCC2)C2=C(C=CC=C2)C(C)C)C=CC1C1CCCCC1 (R)-1-(3,4-dicyclohexylbenzyl)-3-(2-isopropylphenyl)piperazine